N-Methyl-6-{4-[1-(propan-2-yl)piperidin-4-yl]-1,4-diazepan-1-yl}-N-(pyridin-3-ylmethyl)pyridine-2-carboxamide CN(C(=O)C1=NC(=CC=C1)N1CCN(CCC1)C1CCN(CC1)C(C)C)CC=1C=NC=CC1